N-(2-(3,3-difluoropyrrolidin-1-yl)-4-(6-fluoro-1H-indazol-5-yl)pyridin-3-yl)-2-isopropylpyrimidine-5-carboxamide FC1(CN(CC1)C1=NC=CC(=C1NC(=O)C=1C=NC(=NC1)C(C)C)C=1C=C2C=NNC2=CC1F)F